FC=1C(=C(C=CC1F)C1CCNCC1)C(F)(F)F 4-(3,4-difluoro-2-(trifluoromethyl)phenyl)piperidine